C(C)(C)C1=C(NC2=C1N=C(S2)C2CCC(CC2)NC2COC2)C=2C(=C(C(N(C2)C)=O)C)C (6-isopropyl-2-(4-(oxetan-3-ylamino)cyclohexyl)-4H-pyrrolo[3,2-d]thiazol-5-yl)-1,3,4-trimethylpyridin-2(1H)-one